C(C)C1CC(CCC1)NC(=O)C1=CC(=CC(=C1)C(=O)NC1CC(CCC1)CC)C(=O)NC1CC(CCC1)CC 1,3,5-benzenetricarboxylic acid, tris(3-ethylcyclohexylamide)